C(C)(C)C1=C(C=CC=C1C(=O)O)C1=CC=CC=C1 isopropyl-[1,1'-biphenyl]-3-carboxylic acid